CC(CO)(CC)C 2-methyl-2-methylbutan-1-ol